tert-butyl (1-(5-bromo-2-methyl-2H-1,2,3-triazol-4-yl)ethyl)(ethyl)carbamate BrC=1C(=NN(N1)C)C(C)N(C(OC(C)(C)C)=O)CC